1-(1-(6-Chloro-1-(pyridin-3-yl)-1H-indazol-3-yl)ethyl)-3-(1H-indazol-5-yl)-1H-pyrazolo[3,4-d]pyrimidin-4-amine ClC1=CC=C2C(=NN(C2=C1)C=1C=NC=CC1)C(C)N1N=C(C=2C1=NC=NC2N)C=2C=C1C=NNC1=CC2